BrC1=CC(=CC2=C1N(C(=N2)C(F)F)C2CC2)C(=O)NC2=CC=C(C=C2)OC(F)(F)Cl 7-bromo-N-(4-(chlorodifluoromethoxy)phenyl)-1-cyclopropyl-2-(difluoromethyl)-1H-benzo[d]imidazole-5-carboxamide